bis[tris(t-butyl)phosphine] palladium [Pd].C(C)(C)(C)P(C(C)(C)C)C(C)(C)C.C(C)(C)(C)P(C(C)(C)C)C(C)(C)C